C(C)(C)NC(O[C@H]1C[C@H](CC1)C=1NN=C(C1)NC(=O)C=1N(N=C(C1)C1=C(C(=CC(=C1)OC)O)C=O)C)=O (1R,3S)-3-{5-[5-(2-formyl-3-hydroxy-5-methoxyphenyl)-2-methyl pyrazole-3-amido]-2H-pyrazol-3-yl}cyclopentyl N-isopropylcarbamate